1-((1R,5S,6r)-6-(1H-1,2,3-triazol-5-yl)-3-azabicyclo[3.1.0]hexan-3-yl)-3-(2-((2,3-dihydro-1H-inden-2-yl)amino)pyrimidin-5-yl)propan-1-one N1N=NC=C1C1[C@H]2CN(C[C@@H]12)C(CCC=1C=NC(=NC1)NC1CC2=CC=CC=C2C1)=O